OC=1C=C(CCNC(OCCSSCCOC(NCCC2=CC(=C(C=C2)O)O)=O)=O)C=CC1O disulfanediylbis(ethane-2,1-diyl) bis((3,4-dihydroxyphenethyl)carbamate)